(S)-3-((4-(((R)-1-(3-amino-5-(trifluoromethyl)phenyl)ethyl)amino)-8-methyl-7-Benzyl oxo-7,8-dihydropyrido[2,3-d]pyrimidin-6-yl)oxy)pyrrolidine-1-carboxylate NC=1C=C(C=C(C1)C(F)(F)F)[C@@H](C)NC=1C2=C(NC(N1)=O)N(C(C(=C2)O[C@@H]2CN(CC2)C(=O)[O-])CC2=CC=CC=C2)C